OC=1C=CC(=NC1)N1CCN(CC1)C(=O)[C@H]1[C@@H](C1)C1=CC=CC=C1 [4-(5-Hydroxypyridin-2-yl)-piperazin-1-yl]-((1R,2R)-2-phenylcyclopropyl)-methanone